[Ca].[Zn] zinc calcium salt